(1r,3s)-3-((tert-butyldimethylsilyl)oxy)-3-ethylcyclobutane [Si](C)(C)(C(C)(C)C)OC1(CCC1)CC